N1=C(C=CC=C1)C1=CCCCCCCCCCC1 pyridinylcyclododecene